C(C1=CC=CC=C1)OC1=NC(=CC=C1C=1C=NC(=C(C1)F)N1CCC(CC1)C1=CC=C(C=C1)Cl)OCC1=CC=CC=C1 2,6-Bis(benzyloxy)-6'-(4-(4-chlorophenyl)piperidin-1-yl)-5'-fluoro-3,3'-bipyridine